3-[2-(2-pyrimidin-4-ylethylidene)hydrazino]propanenitrile Zirconium(IV) [Zr+4].N1=CN=C(C=C1)CC=NNCCC#N